CC1=C(C=CC(=N1)C=O)OC1OCCCC1 6-methyl-5-((tetrahydro-2H-pyran-2-yl)oxy)pyridinealdehyde